C(C)(=O)C1=C(C=C(C(=C1)OC)OC)OC(C1=CC=C(C=C1)OC)=O 2-acetyl-4,5-dimethoxyphenyl-4-methoxybenzoate